C1(CCCC1)CNC(C1=CC=C(C=C1)C1=NN2C(N=CC(=C2)C(C2=C(C=CC(=C2)[N+](=O)[O-])O)=O)=C1)=O N-(cyclopentylmethyl)-4-[6-(2-hydroxy-5-nitrobenzoyl)pyrazolo[1,5-a]pyrimidin-2-yl]benzamide